Magnesium salicylate C(C=1C(O)=CC=CC1)(=O)[O-].[Mg+2].C(C=1C(O)=CC=CC1)(=O)[O-]